O=C1NC(CCC1N1C(C2=CC=C(C=C2C1)N1CC(CC1)C=O)=O)=O [2-(2,6-Dioxopiperidin-3-yl)-1-oxo-3H-isoindol-5-yl]pyrrolidine-3-carbaldehyde